C1(CCCCC1)NCC(CS(=O)(=O)O)O 3-(Cyclohexyl-amino)-2-hydroxy-1-propanesulfonic acid